CO[Si](CC(C)C)(OC)OC trimethoxy-i-butylsilane